((1R,2S,4S,6R)-2-((methoxy-d3)methyl)-6-methyl-3-oxoquinuclidin-2-yl)methyl (((2S,6R)-2-(methoxymethyl)-6-methyl-3-oxoquinuclidin-2-yl)methyl) phenyl phosphate P(=O)(OC[C@@]1(N2[C@@H](C[C@@H](C1=O)CC2)C)COC([2H])([2H])[2H])(OC[C@@]2(N1[C@@H](CC(C2=O)CC1)C)COC)OC1=CC=CC=C1